(R or S)-N-(2-(1-cyclopropyl-2-hydroxy-2-methylpropyl)-3-oxoisoindolin-4-yl)-3-fluoro-2-(trifluoromethyl)benzamide C1(CC1)[C@H](C(C)(C)O)N1CC2=CC=CC(=C2C1=O)NC(C1=C(C(=CC=C1)F)C(F)(F)F)=O |o1:3|